2-METHYLAMINO-3-PHENYLPROPIONIC ACID CNC(C(=O)O)CC1=CC=CC=C1